F[C@@H]1[C@]2(CC[C@@](C[C@@H]1C(=C)C=1N=NC(=CN1)C1=C(C=C(C=C1)N1N=CC(=C1)F)O)(N2)C)C 2-(3-(1-((1R,2S,3R,5S)-2-fluoro-1,5-dimethyl-8-azabicyclo[3.2.1]octan-3-yl)vinyl)-1,2,4-triazin-6-yl)-5-(4-fluoro-1H-pyrazol-1-yl)phenol